C1([C@H](O)[C@H](O)[C@H](O1)CO)N1N=C(N=C1)C(=O)N 1-D-ribofuranosyl-1,2,4-triazole-3-carboxamide